Ethyl (4-fluoro-5-(2-fluoro-5-((4-oxo-3,4-dihydrophthalazin-1-yl)methyl)phenyl)-1H-benzoimidazol-2-yl)carbamate FC1=C(C=CC=2NC(=NC21)NC(OCC)=O)C2=C(C=CC(=C2)CC2=NNC(C1=CC=CC=C21)=O)F